S1C(=CC=C1)C(\C=C\C(=O)C=1SC=CC1)=O trans-1,4-di(thiophen-2-yl)but-2-ene-1,4-dione